ANISALDEHYD C(C1=CC=C(C=C1)OC)=O